ClC1=C(C=CC(=C1)SC)NC=1N(C(C=C2CCN(C(C12)=O)OCCO)=O)C 8-((2-chloro-4-(methylthio)phenyl)amino)-2-(2-hydroxyethoxy)-7-methyl-3,4-dihydro-2,7-naphthyridine-1,6(2h,7h)-dione